2-[[4-[(5S)-1,7-diazaspiro[4.4]nonan-7-yl]-3-pyrimidin-5-yl-pyrrolo[2,3-b]pyridin-1-yl]methoxy]ethyl-trimethyl-silane N1CCC[C@]12CN(CC2)C2=C1C(=NC=C2)N(C=C1C=1C=NC=NC1)COCC[Si](C)(C)C